ClC=1C=C(C=NC1C=C)O 5-chloro-6-vinylpyridin-3-ol